FC1([C@@H](CN(C1)C1COC1)NC1=NN2C(C(=N1)OC)=C(C(=C2)F)C=2C=NC=1N(C2)C(=CN1)C(F)F)F (R)-N-(4,4-difluoro-1-(oxetan-3-yl)pyrrolidin-3-yl)-5-(3-(difluoromethyl)imidazo[1,2-a]pyrimidin-6-yl)-6-fluoro-4-methoxypyrrolo[2,1-f][1,2,4]triazin-2-amine